C1(=CC=CC=C1)C1=C(C(=NN=N1)C1=C(C2=C(OC3=C2C=CC=C3)C=C1)C1=CC=CC=C1)C1=C(C(=CC=3C2=CC=CC=C2CC13)C)C [Phenyl(dimethylfluorenyl)triazinyl]Phenyldibenzofuran